Cl.ClC1=C(C=CC(=C1)Cl)C=1CCCC2=C(C1C1=C(C(=C(C=C1)C=C1CN(C1)CCCF)C)F)C=CC(=C2)C(=O)O 8-(2,4-dichlorophenyl)-9-(2-fluoro-4-((1-(3-fluoropropyl)azetidin-3-ylidene)methyl)-3-methylphenyl)-6,7-dihydro-5H-benzo[7]annulene-3-carboxylic acid hydrochloride